CC1=NC=CC(=N1)N1CC(C1)NC(OC(C)(C)C)=O tert-butyl N-[1-(2-methylpyrimidin-4-yl)azetidin-3-yl]carbamate